phenol triphenylacetate C1(=CC=CC=C1)C(C(=O)OC1=CC=CC=C1)(C1=CC=CC=C1)C1=CC=CC=C1